N-[(6-Amino-2-pyridyl)sulfonyl]-6-(1-isopentylpyrazol-4-yl)-2-(2,4,6-trimethylphenoxy)pyridin-3-carboxamid NC1=CC=CC(=N1)S(=O)(=O)NC(=O)C=1C(=NC(=CC1)C=1C=NN(C1)CCC(C)C)OC1=C(C=C(C=C1C)C)C